CC1CN(CC(C1)C)C1=C(C=CC(=C1)C(=O)N1CCN(CC1)CCC)C1CC1C(=O)N 3-((3,5-dimethylpiperidin-1-yl)-4-(4-propylpiperazine-1-carbonyl)phenyl)cyclopropanecarboxamide